ClC1=CC(=NC(=C1)Cl)C=O 4,6-dichloropyridine-carbaldehyde